tert-butyl (1-((1r,4r)-4-((2-(1H-pyrazol-1-yl)-1-((2-(trimethylsilyl)ethoxy)methyl)-1H-pyrrolo[2,3-b]pyridin-4-yl)carbamoyl)cyclohexyl)ethyl)carbamate N1(N=CC=C1)C1=CC=2C(=NC=CC2NC(=O)C2CCC(CC2)C(C)NC(OC(C)(C)C)=O)N1COCC[Si](C)(C)C